OCCOCCOCC(=O)OC(C)(C)C tert-butyl 2-[2-(2-hydroxyethoxy)ethoxy]acetate